N-(4-(4-amino-7-(1-methyl-1H-pyrazol-3-yl)pyrrolo[2,1-f][1,2,4]triazin-5-yl)-2-methoxyphenyl)-5-methyl-1,3,4-thiadiazol-2-amine NC1=NC=NN2C1=C(C=C2C2=NN(C=C2)C)C2=CC(=C(C=C2)NC=2SC(=NN2)C)OC